ClC1=C(C(=O)NCC(N2CCC(CC2)OC2=NN=NN2C2=CC=CC=C2)C2=C(N=CS2)C(F)F)C(=CC=C1)F 2-Chloro-N-{2-[4-(difluoromethyl)-1,3-thiazol-5-yl]-2-{4-[(1-phenyl-1H-1,2,3,4-tetrazol-5-yl)oxy]piperidin-1-yl}ethyl}-6-fluorobenzamid